ClC1=CC=C(C=C1)[C@@]1(N(C(C2=CC(=CC=C12)C(CN1C(CCC1)=O)(C)O)=O)CC1=NC=C(C=C1)Cl)OC (3R)-3-(4-chlorophenyl)-2-[(5-chloropyridin-2-yl)methyl]-6-[2-hydroxy-1-(2-oxopyrrolidin-1-yl)propan-2-yl]-3-methoxy-2,3-dihydro-1H-isoindol-1-one